methyl-2,2-dimethyl-1,2,3,4-tetrahydroquinoxaline CN1C(CNC2=CC=CC=C12)(C)C